4-(2-imino-3-methyl-5-oxoimidazolidin-1-yl)butyric acid ethyl ester hydrobromide Br.C(C)OC(CCCN1C(N(CC1=O)C)=N)=O